S(=O)(=O)(O)C1=CC=C(C(C(=O)O)=C1)O 5-Sulfosalicylic acid